C(C)(C)(C)C=1N=C(N(C1)C(=O)NCCCCC1CC1)OC 4-(tert-Butyl)-N-(4-cyclopropylbutyl)-2-methoxy-1H-imidazole-1-carboxamide